NC=1C(=NC(=CC1)Br)NC=1C=C2CC[C@@H](C2=CC1)NC(C)=O N-[(1S)-5-[(3-amino-6-bromopyridin-2-yl)amino]-2,3-dihydro-1H-inden-1-yl]acetamide